(1S,2R,4R,5R)-2-(hydroxymethyl)-2-(methoxymethyl)-5-methyl-quinuclidin-3-one OC[C@@]1(N2C[C@@H]([C@H](C1=O)CC2)C)COC